FC=1C=C(C=CC1F)C=1C=C2C(=NC1)N(CN2CC2=NC=NC=C2)C 6-(3,4-difluorophenyl)-3-methyl-1-(pyrimidin-4-ylmethyl)imidazo[4,5-b]Pyridine